COC(=O)C1=C(N=NN1C)C1=NC(=C(C=C1)Br)C 4-(5-bromo-6-methylpyridin-2-yl)-1-methyl-1H-1,2,3-triazole-5-carboxylic acid methyl ester